6-[(2S)-2-aminopropyl]-2-chloro-7-methyl-N-[(1H-pyrazol-5-yl)methyl]thieno[3,2-d]pyrimidin-4-amine N[C@H](CC1=C(C=2N=C(N=C(C2S1)NCC1=CC=NN1)Cl)C)C